(R)-6-chloro-4-iodo-1-(2-methylazetidine-1-yl)-2,7-naphthyridine ClC=1C=C2C(=CN=C(C2=CN1)N1[C@@H](CC1)C)I